5-chloro-2-((3R,5S)-3,5-dimethylpiperazin-1-yl)-4-methylpyrimidine ClC=1C(=NC(=NC1)N1C[C@H](N[C@H](C1)C)C)C